4-adamantyl-toluene C12(CC3CC(CC(C1)C3)C2)C2=CC=C(C)C=C2